C1(CC1)N1C(=NC(=C1)C(F)(F)F)C1=C(C=C(C=C1)CC1=NC=C(C(=N1)N)[N+](=O)[O-])OC {4-[1-cyclopropyl-4-(trifluoromethyl)imidazol-2-yl]-3-methoxyphenyl-methyl}-5-nitropyrimidin-4-amine